C(=C)(C)C1=C2C=C(N=CC2=C(C=C1)N1[C@@H]([C@H](C1)CS(=O)(=O)C)C)N 5-isopropenyl-8-((2R,3S)-2-methyl-3-(methylsulfonylmethyl)azetidin-1-yl)isoquinolin-3-amine